(1s,2s)-N-(8-chloro-6-(4-ethylpyridin-3-yl)isoquinolin-3-yl)-2-fluorocyclopropane-1-carboxamide ClC=1C=C(C=C2C=C(N=CC12)NC(=O)[C@H]1[C@H](C1)F)C=1C=NC=CC1CC